ClC1=NC=C(C(=C1)OC)C=1C=NN(C1)C 2-chloro-4-methoxy-5-(1-methyl-1H-pyrazol-4-yl)pyridine